4-(5-Fluoro-1-phenyl-3,4-dihydro-1H-isoquinolin-2-yl)-4-oxo-N-[[3-(trifluoromethyl)phenyl]methyl]butyric acid amide FC1=C2CCN(C(C2=CC=C1)C1=CC=CC=C1)C(CCC(=O)NCC1=CC(=CC=C1)C(F)(F)F)=O